BrCCC(OC)OC 3-bromo-1,1-dimethoxypropane